1'-Cyclopropyl-6'-fluoro-6-(trifluoromethoxy)-1'H-1,2'-bibenzo[d]imidazole C1(CC1)N1C(=NC2=C1C=C(C=C2)F)N2C=NC1=C2C=C(C=C1)OC(F)(F)F